4-amino-3-(p-fluoroanilino)-pyrazolo[3,4-d]pyrimidine NC1=C2C(=NC=N1)NN=C2NC2=CC=C(C=C2)F